CC1=NOC(=C1C1=CC(=C(C=C1)N[C@@H]1CS(CC1)(=O)=O)[N+](=O)[O-])C (S)-3-((4-(3,5-dimethylisoxazol-4-yl)-2-nitrophenyl)amino)tetrahydrothiophene 1,1-dioxide